N-[(1R)-1-(3-chlorophenyl)ethyl]-6-methoxy-2,8-dimethylquinazolin-4-amine ClC=1C=C(C=CC1)[C@@H](C)NC1=NC(=NC2=C(C=C(C=C12)OC)C)C